ClC1=C(C=C(C=C1)F)C12C(OCCN1)CCCC2 4a-(2-Chloro-5-fluorophenyl)octahydro-2H-benzo[b][1,4]oxazine